N1(CCCCC1)CC1=CC(=NC=C1)NC=1SC2=C(N1)C=CC(=C2)C=2C=NNC2 N-(4-(piperidin-1-yl-methyl)pyridin-2-yl)-6-(1H-pyrazol-4-yl)benzo-[d]thiazol-2-amine